dibenzo[b,d]thiophene-2,8-diylbis(diphenylphosphine oxide) C1=CC=C(C=C1)P(=O)(C2=CC=CC=C2)C3=CC4=C(C=C3)SC5=C4C=C(C=C5)P(=O)(C6=CC=CC=C6)C7=CC=CC=C7